9,9',9'',9'''-(3-(4,6-diphenyl-1,3,5-triazin-2-yl)-6-(6-methylpyridin-2-yl)benzene-1,2,4,5-tetrayl)tetrakis(9H-carbazole-3,6-dicarbonitrile) C1(=CC=CC=C1)C1=NC(=NC(=N1)C1=CC=CC=C1)C=1C(=C(C(=C(C1N1C2=CC=C(C=C2C=2C=C(C=CC12)C#N)C#N)N1C2=CC=C(C=C2C=2C=C(C=CC12)C#N)C#N)C1=NC(=CC=C1)C)N1C2=CC=C(C=C2C=2C=C(C=CC12)C#N)C#N)N1C2=CC=C(C=C2C=2C=C(C=CC12)C#N)C#N